FC=1C=C(C=CC1)C1=CC(=C(S1)C(=O)N1CC2(CN(C2)C(=O)OC(C)(C)C)C1)NC(=O)N tert-butyl 6-(5-(3-fluorophenyl)-3-ureidothiophene-2-carbonyl)-2,6-diazaspiro[3.3]heptane-2-carboxylate